COC=1C=C(CN(C2=CC(=NC=C2)CN2CCCCC2)CC2=CC(=CC=C2)OC)C=CC1 N,N-bis(3-methoxybenzyl)-2-(piperidin-1-ylmethyl)pyridin-4-amine